5,6-dichloro-2-cyclopropyl-4-pyrimidinecarboxylic acid ClC=1C(=NC(=NC1Cl)C1CC1)C(=O)O